ClC1=CC=C(CNC(=O)C2=NN(C=3C(N(CCC32)CC3(CC3)S(=O)(=O)Cl)=O)C)C=C1 1-((3-((4-chlorobenzyl)carbamoyl)-1-methyl-7-oxo-4,5-dihydro-1H-pyrazolo[3,4-c]pyridin-6(7H)-yl)methyl)cyclopropane-1-sulfonyl chloride